(4-((S)-2-(4-fluoro-6-methoxypyridin-3-yl)propyl)-6-(((R)-1-hydroxy-4-methylpent-2-yl)amino)-1,3,5-triazin-2-yl)methanesulfonamide FC1=C(C=NC(=C1)OC)[C@H](CC1=NC(=NC(=N1)N[C@@H](CO)CC(C)C)CS(=O)(=O)N)C